tetravinyl-silicon C(=C)[Si](C=C)(C=C)C=C